NCC1=NNC(C2=CC=C(C=C12)C)=O 4-(aminomethyl)-6-methylphthalazin-1(2H)-one